N-[7-isopropoxy-2-(4-piperidinyl)imidazo[1,2-a]pyridin-6-yl]pyrimidine-4-carboxamide HCl salt Cl.C(C)(C)OC1=CC=2N(C=C1NC(=O)C1=NC=NC=C1)C=C(N2)C2CCNCC2